N1(C=NC=C1)CCCNC(C(CCSCCC(=O)OCCCCCCCCCCCCCCCCCC)NC(CCCCC(CCSCCC(=O)[O-])SCCC(=O)[O-])=O)=O 3,3'-((8-((1-((3-(1H-imidazol-1-yl)propyl)amino)-4-((3-(octadecyloxy)-3-oxopropyl)thio)-1-oxobutan-2-yl)amino)-8-oxooctane-1,3-diyl)bis(sulfanediyl))dipropionate